4-[1-(difluoromethyl)-5-methyl-pyrazol-3-yl]-N-(2,3-difluorophenyl)-1-methyl-2-thioxo-pyrrolidine-3-carboxamide FC(N1N=C(C=C1C)C1C(C(N(C1)C)=S)C(=O)NC1=C(C(=CC=C1)F)F)F